NC1=C(C=C(C=N1)NC(C(=O)N1[C@@H](CC[C@H](C1)C)C1=CC=C(C=C1)S(NC)(=O)=O)=O)C N-(6-amino-5-methyl-3-pyridyl)-2-[(2S,5R)-5-methyl-2-[4-(methylsulfamoyl)phenyl]-1-piperidyl]-2-oxo-acetamide